COC=1C=C2CCN(CC2=CC1OC)CCC1=CC=C(C=C1)NC(=O)C1=C(C=C(C(=O)OCC2=CC=NC=C2)C=C1)NC(=O)C=1OC2=CC=CC=C2C(C1)=O Pyridin-4-ylmethyl 4-((4-(2-(6,7-dimethoxy-3,4-dihydroisoquinolin-2(1H)-yl)ethyl)phenyl)carbamoyl)-3-(4-oxo-4H-chromene-2-carboxamido)benzoate